2-(4-(benzo[4,5]imidazo[1,2-a]pyrimidin-2-yl)piperazin-1-yl)-N-(bicyclo[2.2.1]hept-5-en-2-ylmethyl)acetamide N=1C=2N(C=CC1N1CCN(CC1)CC(=O)NCC1C3C=CC(C1)C3)C3=C(N2)C=CC=C3